(R)-2-(1-(4',4'-dimethyl-2',3',4',5'-tetrahydro-[1,1'-biphenyl]-3-yl)cyclopropyl)-6-(2-hydroxy-2-(3-(trifluoromethyl)phenyl)acetyl)-3,5,6,7,8,9-hexahydro-4H-pyrimido[5,4-c]azepin-4-one CC1(CCC(=CC1)C1=CC(=CC=C1)C1(CC1)C=1NC(C=2CN(CCCC2N1)C([C@@H](C1=CC(=CC=C1)C(F)(F)F)O)=O)=O)C